BrC1=C(C=C(C=C1)Cl)C(C)=O 1-(2-bromo-5-chlorophenyl)ethanone